10-(6-(3-Methoxyphenyl)pyrimidin-4-yl)-9,9-dimethyl-9,10-dihydroacridine COC=1C=C(C=CC1)C1=CC(=NC=N1)N1C=2C=CC=CC2C(C2=CC=CC=C12)(C)C